3-(2-aminoethyl)propyl-trimethoxysilane NCCCCC[Si](OC)(OC)OC